2-chloro-4-(5,5-difluorotetrahydro-2H-pyran-2-yl)-5-methylpyrimidine ClC1=NC=C(C(=N1)C1OCC(CC1)(F)F)C